NC1=NC=2C=NC(=CC2C2=C1COC2)C(=O)N2[C@@H](COCC2)C2=CC=C(C=C2)CC(F)(F)F (4-amino-1,3-dihydrofuro[3,4-c][1,7]naphthyridin-8-yl)((3R)-3-(4-(2,2,2-trifluoroethyl)phenyl)-4-morpholinyl)methanone